CNC(=O)C1CCS(CC1)(=O)=O N-methyltetrahydro-2H-thiopyran-4-carboxamide 1,1-dioxide